C(#N)[C@@H](C[C@@H]1C(NCCC1)=O)NC(=O)[C@@H]1N([C@@H]2CC([C@H]1CC2)(F)F)C([C@H](CC2CC2)NC=2C=NN(C2)C)=O (1S,3R,4S)-N-((R)-1-cyano-2-((R)-2-oxopiperidin-3-yl)ethyl)-2-((S)-3-cyclopropyl-2-((1-methyl-1H-pyrazol-4-yl)amino)propanoyl)-5,5-difluoro-2-azabicyclo[2.2.2]octane-3-carboxamide